rel-(S)-(5-(Pyridazin-4-yl)isochroman-1-yl)methanamine hydrochloride salt Cl.N1=NC=C(C=C1)C1=C2CCO[C@@H](C2=CC=C1)CN |o1:12|